CC1=CC(=NC(=N1)C(F)(F)F)N1CC2(C1)CN(CC2)C2=CN=C1C(=N2)N(N=C1)[C@@H]1COCC1 (S)-6-(2-(6-methyl-2-(trifluoromethyl)pyrimidin-4-yl)-2,6-diazaspiro[3.4]octan-6-yl)-1-(tetrahydrofuran-3-yl)-1H-pyrazolo[3,4-b]pyrazine